(1,1,1-trifluoro-3-phenylprop-2-yl)carbamic acid methyl ester COC(NC(C(F)(F)F)CC1=CC=CC=C1)=O